C(=C/CC)/C1OC(=O)C2=CC=CC=C12 Z-butenyl-phthalide